FC=1C(=CC(=C(C(=O)O)C1)O[C@H](C(F)(F)F)C)B1OC(C(O1)(C)C)(C)C (S)-5-fluoro-4-(4,4,5,5-tetramethyl-1,3,2-dioxaborolan-2-yl)-2-((1,1,1-trifluoropropan-2-yl)oxy)benzoic acid